C(=CCCCCCCCCCCCCCCCC)N1C(=C(C(C=C1)=O)OCC1=CC=C(C=C1)O)C=O N-octadecenyl-2-formyl-3-(4-hydroxybenzyloxy)-pyridin-4-one